(1R,3S,5R)-N-((S)-3-oxo-1-((S)-2-oxopyrrolidin-3-yl)-4-(trifluoromethoxy)butan-2-yl)-2-((R)-tetrahydrofuran-2-carbonyl)-2-azabicyclo[3.1.0]-hexane-3-carboxamide O=C([C@H](C[C@H]1C(NCC1)=O)NC(=O)[C@H]1N([C@@H]2C[C@@H]2C1)C(=O)[C@@H]1OCCC1)COC(F)(F)F